5-((1E,4Z,6E)-5-hydroxy-7-(3-hydroxy-4-methoxyphenyl)-3-oxo-hept-1,4,6-trien-1-yl)-2-methoxyphenyl 5-ethyl-2,2-dimethyl-1,3-dioxane-5-carboxylate C(C)C1(COC(OC1)(C)C)C(=O)OC1=C(C=CC(=C1)\C=C\C(\C=C(\C=C\C1=CC(=C(C=C1)OC)O)/O)=O)OC